tert-butyl N-[4-(2-hydroxypropan-2-yl) phenyl]-N-methylcarbamate OC(C)(C)C1=CC=C(C=C1)N(C(OC(C)(C)C)=O)C